α,N-dimethyl-tryptamine CC(NC)CC1=CNC2=CC=CC=C12